Ferrocene [CH-]1C=CC=C1.[CH-]1C=CC=C1.[Fe+2]